N(C(=N)N)C1(CC1)CC(=O)O 2-(1-carbamimidamidocyclopropyl)acetic acid